OCC(C)N1NC2=NC(=NC=C2C1=O)SC 2-(hydroxy-prop-2-yl)-6-(methylsulfanyl)-1,2-dihydro-3H-pyrazolo[3,4-d]pyrimidin-3-one